FC=1C=C(C=CC1F)S(=O)(=O)N1CCC(CC1)C(=O)NC=1C=CC2=C(N=CS2)C1 1-((3,4-difluorophenyl)sulfonyl)-N-(benzo[d]thiazol-5-yl)-piperidine-4-carboxamide